N-(2-bromo-4-methoxy-6-methylphenyl)acetamide tert-butyl-4-ethyl-4-[(3-fluorocyclobutyl)methylcarbamoyl]piperidine-1-carboxylate C(C)(C)(C)OC(=O)N1CCC(CC1)(C(NCC1CC(C1)F)=O)CC.BrC1=C(C(=CC(=C1)OC)C)NC(C)=O